1-(3,5-difluorophenyl)-N-[[2-[ethyl(methyl)amino]pyridin-4-yl]methyl]-3-methyl-5-oxopyrrolidine-3-carboxamide FC=1C=C(C=C(C1)F)N1CC(CC1=O)(C(=O)NCC1=CC(=NC=C1)N(C)CC)C